C(=C)C1=C(C=CC=C1)C1=C(C=CC=C1)CC 2-vinyl-2'-ethylbiphenyl